(2,7-bis(3-fluoro-4-vinylphenyl)-9H-carbazol-9-yl)benzoic acid FC=1C=C(C=CC1C=C)C1=CC=2N(C3=CC(=CC=C3C2C=C1)C1=CC(=C(C=C1)C=C)F)C1=C(C(=O)O)C=CC=C1